2-(3-carboxy-2,5-dihydroxyphenyl)-1H-benzo[d]imidazole-4-carboxylic acid C(=O)(O)C=1C(=C(C=C(C1)O)C1=NC2=C(N1)C=CC=C2C(=O)O)O